3-[bis[(4-chloro-2-fluoro-3-methoxy-phenyl)-methyl]amino]propanehydroxamic acid ClC1=C(C(=C(C=C1)CN(CCC(=O)NO)CC1=C(C(=C(C=C1)Cl)OC)F)F)OC